N[C@@H](CC1=CC(=NC=C1)C(=O)O)C(=O)O (S)-4-(2-amino-2-carboxyethyl)picolinic acid